cysteamine tin [Sn].NCCS